6-bromo-N-(2-fluoro-3-methyl-4-[[1,2,4]triazolo[1,5-a]pyridin-7-yloxy]phenyl)quinazolin-4-amine BrC=1C=C2C(=NC=NC2=CC1)NC1=C(C(=C(C=C1)OC1=CC=2N(C=C1)N=CN2)C)F